N(=[N+]=[N-])CCN1C(N(C=2N=CN(C2C1=O)C)C)=O 1-(2-Azidoethyl)-3,7-dimethyl-3,7-dihydro-1H-purine-2,6-dione